BrC1=C(C=C2C(=NC(=NC2=C1F)Cl)Cl)[N+](=O)[O-] 7-bromo-2,4-dichloro-8-fluoro-6-nitroquinazoline